C1(CCC2=CC=CC=C12)CN1C=CC2=CC(=CC=C12)C1=C(C(=NC(=C1C(=O)N)CC(C)C)CCC1=CC=C(C=C1)F)C=1OC(=NN1)C 4-(1-((2,3-dihydro-1H-inden-1-yl)methyl)-1H-indol-5-yl)-6-(4-fluorophenethyl)-2-isobutyl-5-(5-methyl-1,3,4-oxadiazol-2-yl)nicotinamide